NC1=CC(=CC2=C1N=NN2C)COC[C@@H](C)NC(=O)C2=CN=C1N2C=C(N=C1)Br N-[(2R)-1-[(7-amino-3-methyl-1,2,3-benzotriazol-5-yl)methoxy]propan-2-yl]-6-bromoimidazo[1,2-a]pyrazine-3-carboxamide